ClC=1C=C(C(=NC1)C1=CC=C(C=N1)[C@H](CN)F)OC=1N(N=C(C1)C1=NC=CC=C1)C (2R)-2-[6-[5-chloro-3-(2-methyl-5-pyridin-2-ylpyrazol-3-yl)oxypyridin-2-yl]pyridin-3-yl]-2-fluoroethanamine